C1C(CCCCC1)C1CCCCCC1 2,1-bicycloheptyl